(4-(4-((3-(4-(difluoromethoxy)-2,3-difluorophenyl)imidazo[1,2-a]pyrazin-8-yl)amino)-2-ethylbenzoyl)piperazin-1-yl)(1-methylpiperidin-4-yl)methanone FC(OC1=C(C(=C(C=C1)C1=CN=C2N1C=CN=C2NC2=CC(=C(C(=O)N1CCN(CC1)C(=O)C1CCN(CC1)C)C=C2)CC)F)F)F